N(=[N+]=[N-])CCOCCOCCOC[C@@H]1OC1 (R)-2-((2-(2-(2-azidoethoxy)ethoxy)ethoxy)methyl)oxirane